tert-Butyl 2-(4-bromo-3-methyl-pyrazol-1-yl)-7-azaspiro[3.5]nonane-7-carboxylate tert-Butyl-2-methylsulfonyloxy-7-azaspiro[3.5]nonane-7-carboxylate C(C)(C)(C)OC(=O)N1CCC2(CC(C2)OS(=O)(=O)C)CC1.BrC=1C(=NN(C1)C1CC2(C1)CCN(CC2)C(=O)OC(C)(C)C)C